(S)-1-(3-((6-(3-chloro-4-hydroxyphenyl)-3-methyl-1H-indazol-4-yl)oxy)pyrrolidin-1-yl)prop-2-en-1-one ClC=1C=C(C=CC1O)C1=CC(=C2C(=NNC2=C1)C)O[C@@H]1CN(CC1)C(C=C)=O